C[C@@]12C(CC[C@H]1[C@@H]1CCC3CC(C=C[C@]3(C)[C@H]1CC2)O)O 1-Androstendiol